C12C(C3CC(CC(C1)C3)C2)NCCNC(=O)C2=NN(C(=C2C)C2=CC=C(C=C2)Cl)C=2C=NC=CC2 N-(2-((1r,3r,5r,7r)-adamantan-2-ylamino)ethyl)-5-(4-chlorophenyl)-4-methyl-1-(pyridin-3-yl)-1H-pyrazole-3-carboxamide